tert-butyl (1-(4-amino-1H-pyrazol-1-yl)-2-methylpropan-2-yl)carbamate NC=1C=NN(C1)CC(C)(C)NC(OC(C)(C)C)=O